BrC1=C(N=C(N=N1)N)C=1OC=CC1 6-bromo-5-(furan-2-yl)-1,2,4-triazin-3-amine